rac-(1R,2R)-5'-(2-((S)-2-methylazetidin-1-yl)-6,7-dihydro-5H-cyclopenta[d]pyrimidin-4-yl)-2'-oxospiro[cyclopropane-1,3'-indoline]-2-carboxylic acid C[C@@H]1N(CC1)C=1N=C(C2=C(N1)CCC2)C=2C=C1[C@]3(C(NC1=CC2)=O)[C@@H](C3)C(=O)O |&1:17,24|